FC(C=1C(=C(C=CC1)[C@@H](C)NC1=NC(=NC=C1OCC1(CCOCC1)OC)C)F)F (R)-N-(1-(3-(difluoromethyl)-2-fluorophenyl)ethyl)-5-((4-methoxytetrahydro-2H-pyran-4-yl)methoxy)-2-methylpyrimidin-4-amine